ethyl 6-chloro-7,8-difluoro-1-(1-methylcyclopropyl)-4-oxoquinoline-3-carboxylate ClC=1C=C2C(C(=CN(C2=C(C1F)F)C1(CC1)C)C(=O)OCC)=O